FC=1C=C(C#N)C=C(C1)CO[C@@H](COC(C1=CC=CC=C1)(C1=CC=CC=C1)C1=CC=CC=C1)CCCCCCCCCCCCCCCCCCCC(F)(F)F (R)-3-fluoro-5-(((22,22,22-trifluoro-1-(trityloxy)docosan-2-yl)oxy)methyl)benzonitrile